NC1CN(C1)CCNC=1C=NC2=CC=C(C=C2C1)C=1N=CNC1C1=NC(=CC=C1)C N-[2-(3-aminoazetidin-1-yl)ethyl]-6-[5-(6-methyl-2-pyridyl)-1H-imidazol-4-yl]quinolin-3-amine